7-(3-(1-ethyl-1H-pyrazol-4-yl)-1H-pyrazolo[3,4-b]pyridin-5-yl)-2,5-dimethyl-1,2,3,4-tetrahydroisoquinoline C(C)N1N=CC(=C1)C1=NNC2=NC=C(C=C21)C2=CC(=C1CCN(CC1=C2)C)C